CC(CC=C)=CCCCC 4-methyl-1,4-nonadiene